8'-methoxy-4'H-spiro[cyclopropane-1,5'-naphtho[2,1-d]isoxazol]-3'-amine COC1=CC=C2C3(CC=4C(=NOC4C2=C1)N)CC3